CC(C)(CC)OC(=O)C1=C2C=CC=C(C2=CC=C1)C1C2C=CC(C1)C2=O 5-(5-(2-methyl-2-butoxycarbonyl)naphthyl)-7-oxo-bicyclo[2.2.1]Hept-2-ene